Cl.FC1=CC=C2C(=CN=CC2=C1)C(C)OC=1C=2N(C=C(C1)C=1N=NN(C1C)C1CCNCC1)N=CC2C#N 4-[1-(7-fluoro-4-isoquinolyl)ethoxy]-6-[5-methyl-1-(4-piperidyl)triazol-4-yl]pyrazolo[1,5-a]pyridine-3-carbonitrile hydrochloride